FC1(CCC(CC1)CN1N=C(C(=C1C(=O)NC=1C=NC(=C(C(=O)N)C1)C)C(F)(F)F)C)F 5-(1-((4,4-difluorocyclohexyl)methyl)-3-methyl-4-(trifluoromethyl)-1H-pyrazole-5-carboxamido)-2-methylnicotinamide